CN(C1=CC=C(C=C1)C(C1=CC=CC=C1)C1=C(C(=CC(=C1)Cl)Cl)O)C (4-dimethylaminophenyl)(2-hydroxy-3,5-dichlorophenyl)(phenyl)methane